4-chloro-5-[(2R)-4-[(1R)-1-[4-fluoro-2-(trifluoromethyl)phenyl]ethyl]-2-methyl-5-oxopiperazin-1-yl]-2,3-dihydropyridazin-3-one ClC=1C(NN=CC1N1[C@@H](CN(C(C1)=O)[C@H](C)C1=C(C=C(C=C1)F)C(F)(F)F)C)=O